3-bromo-4-chloro-6-iodo-N1-methylbenzene-1,2-diamine BrC1=C(C(=C(C=C1Cl)I)NC)N